C(CCCC)C=1C=C(C=C(C1)CCCCC)CC(=O)[O-].[Na+] sodium 3,5-di-n-pentylphenylacetate